C(C)(=O)OC/C=C/CC#CCCC(=O)[O-] (E)-9-acetoxynon-7-en-4-ynoate